ClC=1C2=CNN=C2C(=C(C1)C1=CC=C(C=C1)N1CCOCC1)C(F)F 4-chloro-7-(difluoromethyl)-6-(4-morpholinophenyl)-2H-indazol